2-(4-fluoroisoquinolin-8-yl)acetonitrile FC1=CN=CC2=C(C=CC=C12)CC#N